{4-[(Oxopentan-3-yl)methyl]piperazin-1-yl}aniline O=CCC(CC)CN1CCN(CC1)NC1=CC=CC=C1